N-((1R,2S)-2-Acrylamidocyclopentyl)-4-oxo-5-(6-phenoxypyridin-3-yl)-4,5-dihydro-3H-1-thia-3,5,8-triazaacenaphthylene-2-carboxamide C(C=C)(=O)N[C@@H]1[C@@H](CCC1)NC(=O)C=1SC=2N=CC=C3N(C(NC1C23)=O)C=2C=NC(=CC2)OC2=CC=CC=C2